N-((3R,6S)-6-((2-(5-(2-((3S,5R)-3,5-Dimethylmorpholine-4-carbonyl)-4-fluorophenoxy)pyrimidin-4-yl)-2,7-diazaspiro[3.5]nonan-7-yl)methyl)tetrahydro-2H-pyran-3-yl)cyclopropanesulfonamide C[C@@H]1N([C@@H](COC1)C)C(=O)C1=C(OC=2C(=NC=NC2)N2CC3(C2)CCN(CC3)C[C@@H]3CC[C@H](CO3)NS(=O)(=O)C3CC3)C=CC(=C1)F